ethyl (4S)-3-((1H-imidazole-1-carbonothioyl)oxy)-4-((tert-butoxycarbonyl)amino)-2,2-difluoropentanoate N1(C=NC=C1)C(=S)OC(C(C(=O)OCC)(F)F)[C@H](C)NC(=O)OC(C)(C)C